2,2',4,5'-tetrabromodiphenyl ether C1=CC(=C(C=C1Br)Br)OC2=C(C=CC(=C2)Br)Br